(S)-N'-((2-cyclopropyl-4-(difluoromethoxy)-6-isopropylphenyl)carbamoyl)-2-fluoro-4-(2-hydroxypropan-2-yl)benzenesulfonimidamide C1(CC1)C1=C(C(=CC(=C1)OC(F)F)C(C)C)NC(=O)N=[S@@](=O)(N)C1=C(C=C(C=C1)C(C)(C)O)F